C(\C=C(/C)\CCC=C(C)C)C(C(=O)O)CCC.C(CCCC)(=O)OC\C=C(/C)\CCC=C(C)C geranyl valerate (Geranyl valerate)